dipropenyl ether C(=CC)OC=CC